5,6-DIOXO-PIPERAZINE-2-CARBALDEHYDE O=C1NCC(NC1=O)C=O